COC1=C(C(=CC=C1)OC)C1=CN=C(N1)C1=CC=C(C#N)C=C1 4-(5-(2,6-dimethoxyphenyl)-1H-imidazol-2-yl)benzonitrile